OC1CC(C1)C#N 3-hydroxycyclobutane-1-carbonitrile